NC=1N=NC(=CC1N1CCS(CC1)(=O)=O)C1=C(C=CC=C1)O 4-(3-amino-6-(2-hydroxyphenyl)pyridazin-4-yl)thiomorpholine 1,1-dioxide